2-((2S)-1-acryloyl-4-(6-hydroxy-2'-(((S)-1-methylpyrrolidin-2-yl)methoxy)-2,3,5',8'-tetrahydro-6'H-spiro[indene-1,7'-quinazolin]-4'-yl)piperazin-2-yl)acetonitrile C(C=C)(=O)N1[C@H](CN(CC1)C1=NC(=NC=2CC3(CCC12)CCC1=CC=C(C=C13)O)OC[C@H]1N(CCC1)C)CC#N